2-[2-fluoro-5-methoxy-4-(piperidine-1-carbonyl)phenyl]-4-[[5-[(1R,5S)-8-oxa-3-azabicyclo[3.2.1]octan-3-yl]-2-pyridyl]amino]-6H-1,6-naphthyridin-5-one FC1=C(C=C(C(=C1)C(=O)N1CCCCC1)OC)C1=NC=2C=CNC(C2C(=C1)NC1=NC=C(C=C1)N1C[C@H]2CC[C@@H](C1)O2)=O